N-(2-(Dimethoxymethyl)-5-fluorobenzyl)-N-(2-oxo-2-((2'-oxo-1,1',2',3-tetrahydrospiro[indene-2,3'-pyrrolo[2,3-b]pyridin]-5-yl)amino)ethyl)pivalamide COC(C1=C(CN(C(C(C)(C)C)=O)CC(NC=2C=C3CC4(C(NC5=NC=CC=C54)=O)CC3=CC2)=O)C=C(C=C1)F)OC